C(C)C=1C(NC=2C=C(C=NC2C1)CN1CCN([C@@H]2CC[C@@H]12)C=1C=CC(=NC1)C(=O)NC)=C=O 5-((1R,6R)-5-((7-ethyl-6-carbonyl-5,6-dihydro-1,5-naphthyridin-3-yl)methyl)-2,5-diazabicyclo[4.2.0]octan-2-yl)-N-methylpyridine-2-carboxamide